NC1=NC(=NC(=C1NC(OC)=O)N)C1=NN(C2=C(C=CC=C12)F)CC1=C(C=NC=C1)F methyl (4,6-diamino-2-(7-fluoro-1-((3-fluoropyridin-4-yl)methyl)-1H-indazol-3-yl)pyrimidin-5-yl)carbamate